NC1=NC(=CC(=N1)C1=CC(NC=C1)=O)C=1OC(=CC1)C 4-(2-amino-6-(5-methylfuran-2-yl)pyrimidin-4-yl)pyridin-2(1H)-one